ClC1=CNC2=NC=C(C=C21)CNC(OC(C)(C)C)=O tert-butyl N-[(3-chloro-1H-pyrrolo[2,3-b]pyridin-5-yl)methyl]carbamate